N-(2-((tert-butyldimethylsilyl)oxy)ethyl)-4-(3-(6-phenylimidazo[1,5-a]pyridin-5-yl)ureido)benzamide [Si](C)(C)(C(C)(C)C)OCCNC(C1=CC=C(C=C1)NC(=O)NC1=C(C=CC=2N1C=NC2)C2=CC=CC=C2)=O